C(C)(C)N1CCC(CC1)N(C(C1=C(C=C(C=C1)C1=NC(=CN=C1)C=1SC=C(C1)NC(CCCC)=O)OC)=O)C N-(1-isopropylpiperidin-4-yl)-2-methoxy-N-methyl-4-(6-(4-pentanamidothiophen-2-yl)pyrazin-2-yl)benzamide